(r)-n-(1-methyl-hexyl)-formamide CCCCC[C@H](C)NC=O